BrC1=CC2=C(N=C(O2)C2=CC(=CC(=C2)C(F)(F)F)OC)C=C1 6-Bromo-2-(3-methoxy-5-(trifluoromethyl)phenyl)benzo[d]oxazole